2-((4-(6-((4-Chloro-2-fluorobenzyl)oxy)pyridin-2-yl)piperidin-1-yl)methyl)-4-(difluoromethoxy)-1-methyl-1H-benzo[d]imidazole-6-carboxylic acid ClC1=CC(=C(COC2=CC=CC(=N2)C2CCN(CC2)CC2=NC3=C(N2C)C=C(C=C3OC(F)F)C(=O)O)C=C1)F